2-[(5-amino-6-methyl-1H-pyrrolo[3,2-b]pyridin-2-yl)methyl]-3,4-dihydroisoquinolin-1-one NC1=C(C=C2C(=N1)C=C(N2)CN2C(C1=CC=CC=C1CC2)=O)C